4-methyl-phenol hydrochloride Cl.CC1=CC=C(C=C1)O